[K+].P(=O)(ONC([C@@](CCN1C(C=C(C(=C1)F)C1=C(C=C(C=C1)OC)F)=O)(S(=O)(=O)C)C)=O)([O-])[O-].[K+] (R)-4-(5-fluoro-4-(2-fluoro-4-methoxyphenyl)-2-oxopyridin-1(2H)-yl)-2-methyl-2-(methylsulfonyl)butanamido phosphate, potassium salt